N1=C(C=CC=C1)SSC1C(CCC2=CC=CC=C12)O racemic-1-(pyridin-2-yldisulfanyl)-1,2,3,4-tetrahydronaphthalen-2-ol